FC1=C(C(=CC=C1)F)N=C=O 1,3-difluoro-2-isocyanatobenzene